C(C(=C)C)(=O)OCCOP(OCCOC(C(=C)C)=O)(O)=O bis(2-(methacryloyloxy)ethyl)phosphoric acid